(S)-4-((1-(tert-butoxycarbonyl)pyrrolidin-2-yl)methoxy)-3-((phenylmethyl)sulfonamido)benzoic acid C(C)(C)(C)OC(=O)N1[C@@H](CCC1)COC1=C(C=C(C(=O)O)C=C1)NS(=O)(=O)CC1=CC=CC=C1